B(C1=CC=C(C=C1)CC(=O)OC)(O)O (4-METHOXYCARBONYLMETHYL)PHENYLBORONIC ACID